cis-2-(4-methoxyphenyl)-3-hydroxy-2,3-dihydro-1,5-benzothiazepin-4(5H)-one COC1=CC=C(C=C1)[C@@H]1SC2=C(NC([C@@H]1O)=O)C=CC=C2